F[P-](F)(F)(F)(F)F.C1(=CC=CC=C1)NC(NCCCC1=NC=CN1CC)=S (3-phenylthioureidopropyl)-3-ethylimidazole hexafluorophosphate